(3Z)-11,11-dipentoxy-3-undecen-1-ol C(CCCC)OC(CCCCCC\C=C/CCO)OCCCCC